S1C=C(C(=C1)C=O)C1=CSC=C1C=O (3,3'-bithiophene)-4,4'-dicarboxaldehyde